FC(OC1=CC=C(C=C1)N1C(C(=CC2=CC=C(N=C12)OCC)C=1C=NC(=CC1)OC)=O)F 1-(4-(difluoromethoxy)phenyl)-7-ethoxy-3-(6-methoxypyridin-3-yl)-1,8-naphthyridin-2(1H)-one